C(COC(C)O)* (ethyleneoxy)ethanol